ClC=1C=CC(=C(C1)C1=C(NC=2C1=NC=CC2)C2=C(C=NC=C2)OCC2N(CCOC2)C(C=C)=O)F 1-{3-[({4-[3-(5-chloro-2-fluorophenyl)-1H-pyrrolo[3,2-b]pyridin-2-yl]pyridin-3-yl}oxy)methyl]morpholin-4-yl}prop-2-en-1-one